ClC1=C2C(NN=C(C2=CC(=C1)C#CC)CC=1C=CC(=C(C(=O)N2CCN(CC2)C2=NC=C(C#N)C=C2)C1)F)=O 6-(4-(5-((5-chloro-4-oxo-7-(prop-1-yn-1-yl)-3,4-dihydrophthalazin-1-yl)methyl)-2-fluorobenzoyl)piperazin-1-yl)nicotinonitrile